methyl 1-(3-formylphenyl)-6-oxo-pyridazine-3-carboxylate C(=O)C=1C=C(C=CC1)N1N=C(C=CC1=O)C(=O)OC